N,N'-di(m-tolylaminocarbonyl)-ornithine C1(=CC(=CC=C1)NC(=O)N[C@@H](CCCNC(=O)NC=1C=C(C=CC1)C)C(=O)O)C